3-(5-(((1R,2R)-2-(3-(5-chloropyrimidin-2-yl)azetidin-1-yl)cyclohexyl)oxy)-1-oxoisoindolin-2-yl)piperidine-2,6-dione ClC=1C=NC(=NC1)C1CN(C1)[C@H]1[C@@H](CCCC1)OC=1C=C2CN(C(C2=CC1)=O)C1C(NC(CC1)=O)=O